ClC1=C(C=CC(=C1)C(F)(F)F)NC(CN1C=2N(C(C=C1C1CC1)=O)N=C(N2)C=2C=CC1=C(CCO1)C2)=O N-(2-chloro-4-(trifluoromethyl)phenyl)-2-(5-cyclopropyl-2-(2,3-dihydrobenzofuran-5-yl)-7-oxo-[1,2,4]triazolo[1,5-a]pyrimidin-4(7H)-yl)acetamide